CN(C)CC(=O)N1CCNCC1 4-(dimethylaminoacetyl)piperazine